C(C=CC1=CC=CC=C1)(=O)OCC1C2C=CC(C1)C2 bicyclo[2.2.1]hept-5-en-2-ylmethyl cinnamate